sodium 3,5-bis(2,4-difluorophenyl)-2-methylpyrazolo[1,5-a]pyrimidin-7-ol FC1=C(C=CC(=C1)F)C=1C(=NN2C1N=C(C=C2O)C2=C(C=C(C=C2)F)F)C.[Na]